FC1=C(C=CC=C1)C1NCC2C1=CNC2 (2-fluorophenyl)hexahydropyrrolo[3,4-c]pyrrole